CC1(CCC=C(C1)[C@H]2CCC(=CC2)CO)C The molecule is a sesquiterpenoid that is (S)-beta-macrocarpene in which a hydrogen of the methyl group that is attached to a double bond has been replaced by a hydroxy group. The first step in the biosynthesis of the sesquiterpene phytoalexin zealexin A1 from (S)-beta-macrocarpene in maize. It is a primary allylic alcohol and a sesquiterpenoid. It derives from a (S)-beta-macrocarpene.